ClC1=CC=C(C=C1)C1=NN(C[C@@H]1C1=CC=CC=C1)/C(/N[C@H](CS(N)(=O)=O)C)=N/S(=O)(=O)C1=CC=C(C=C1)C(F)(F)F (S,E)-3-(4-chlorophenyl)-4-phenyl-N-((S)-1-sulfamoylpropan-2-yl)-N'-((4-(trifluoromethyl)phenyl)sulfonyl)-4,5-dihydro-1H-pyrazole-1-carboximidamide